C(C)C1=C(C=CC(=C1F)F)[C@@H]1[C@H](O[C@]([C@@H]1C)(C(F)(F)F)C)C(=O)NC1=CC(=NC=C1)C(=O)N 4-[[(2S,3R,4R,5R)-3-(2-Ethyl-3,4-difluoro-phenyl)-4,5-dimethyl-5-(trifluoromethyl)tetrahydrofuran-2-carbonyl]amino]pyridin-2-carboxamid